N,N-dimethyl-1-[(1S,2S)-2-[(1R,2R)-2-pentylcyclopropyl]methylcyclopropyl]nonadecan-10-amine CN(C(CCCCCCCCC[C@@H]1[C@@H](C1)C[C@@H]1[C@@H](C1)CCCCC)CCCCCCCCC)C